C(CC=1OCCN1)C=1OCCN1 2,2'-(1,2-ethylene)bis-2-oxazoline